NC1=C2N=CN(C2=NC=N1)C[C@@H](C)OCP(OCCCSCCCCCCCCCC#C[Si](C1=CC=CC=C1)(C)C)(O)=O 3-((11-(dimethyl(phenyl)silyl)undec-10-yn-1-yl)thio)propyl hydrogen ((((R)-1-(6-amino-9H-purin-9-yl)propan-2-yl)oxy)methyl)phosphonate